CCC=O methylacetaldehyde